1,3-Diazocane-2-one N1C(NCCCCC1)=O